N-(2-((4-(2-(((5-Ethoxypyridin-3-yl)methyl)((1-methyl-1H-indazol-5-yl)methyl)amino)ethyl)phenyl)carbamoyl)-4,5-dimethoxyphenyl)-6-methyl-4-oxo-4H-chromene-2-carboxamide C(C)OC=1C=C(C=NC1)CN(CCC1=CC=C(C=C1)NC(=O)C1=C(C=C(C(=C1)OC)OC)NC(=O)C=1OC2=CC=C(C=C2C(C1)=O)C)CC=1C=C2C=NN(C2=CC1)C